N-iodoacetyl-N'-(5-sulfo-1-naphthyl)ethylenediamide ICC(=O)[N-]CC[N-]C1=CC=CC2=C(C=CC=C12)S(=O)(=O)O